O[C@H]1[C@H](N(CC1)C(=O)OC(C)(C)C)C(N(C=1C=C(C=CC1)C)C)=O tert-butyl (2S,3R)-3-hydroxy-2-[methyl(m-tolyl)carbamoyl]pyrrolidine-1-carboxylate